C(N)(OC1=C2C(=C3C=CC=NC3=C1)C(N(C2C2=C(C=CC(=C2)F)Cl)CC2=CC=C(C=C2)OC)=O)=O [3-(2-chloro-5-fluorophenyl)-2-[(4-methoxyphenyl) methyl]-1-oxo-3H-pyrrolo[3,4-f]quinolin-4-yl] carbamate